ClC[C@@H]([C@H](CC1=CC=CC=C1)NC(=O)OC(C)(C)C)O (2R,3S)-1-chloro-3-t-butoxycarbonylamino-4-phenyl-2-butanol